NCC=1C(=C(C(=CC1)C(F)(F)F)C1=C(C(=CC(=C1)C(=O)N)CC1=CC=CC(=C1)C(F)(F)F)C1=CC=CC=C1)F 2-[3-(aminomethyl)-2-fluoro-6-(trifluoromethyl)phenyl]-6-[5-(trifluoromethyl)benzyl]-[1,1'-biphenyl]-4-carboxamide